potassium tetrahydroxybenzene OC1=C(C(=C(C=C1)O)O)O.[K]